(R)-2-((1-(3-(5-fluoro-6-methoxypyridin-3-yl)-2,7-dimethyl-1-oxo-1,2-dihydroisoquinolin-5-yl)ethyl)amino)benzoic acid FC=1C=C(C=NC1OC)C=1N(C(C2=CC(=CC(=C2C1)[C@@H](C)NC1=C(C(=O)O)C=CC=C1)C)=O)C